CN(S(=O)(=O)C1=CC=C(C=C1)N1N=C(C(C1=O)C(=O)NC1=CC(=CC=C1)C=1OC=CC1)C)C 1-(4-(N,N-dimethylsulfamoyl)phenyl)-N-(3-(furan-2-yl)phenyl)-3-methyl-5-oxo-4,5-dihydro-1H-pyrazole-4-carboxamide